O1CC(CC2=CC=CC=C12)OC(C1=NC(=C(C=C1)O)O)=O.C1(=CC=CC=C1)S(=O)(=O)NC(CC1=CC(=CC=C1)C(N)=N)C=1SC2=C(N1)C=CC(=C2)OCCCNC(C)=O N-[3-[[2-[1-(benzenesulfonamido)-2-(3-carbamimidoylphenyl)ethyl]-1,3-benzothiazol-6-yl]oxy]propyl]acetamide chroman-3-yl-5,6-dihydroxypicolinate